tert-butyl 6-[4-(3-chloro-2-fluoro-anilino)quinazolin-6-yl]-1-azaspiro[3.3]heptane-1-carboxylate ClC=1C(=C(NC2=NC=NC3=CC=C(C=C23)C2CC3(CCN3C(=O)OC(C)(C)C)C2)C=CC1)F